C1(=CC=CC=C1)COC1=CC=C(C=C1)C(CCC(C)C)=O 1-(4-(phenylmethoxy)phenyl)-4-methylpentan-1-one